6-fluoro-8-(2-triisopropylsilylethynyl)naphthalen-1-ol methyl-(S)-2-(5-(4-chlorophenyl)-2-thioxo-2,3-dihydro-1H-benzo[e][1,4]diazepin-3-yl)acetate C[C@H](C(=O)OC1=CC=CC2=CC(=CC(=C12)C#C[Si](C(C)C)(C(C)C)C(C)C)F)C1N=C(C2=C(NC1=S)C=CC=C2)C2=CC=C(C=C2)Cl